1,4-dibromobut-2-ene BrCC=CCBr